5-((3-(2,6-difluoro-3,5-dimethoxyphenyl)-7-(1,3-dimethyl-1H-pyrazol-4-yl)-2-oxo-3,4-dihydropyrido[4,3-d]pyrimidin-1(2H)-yl)methyl)picolinenitrile FC1=C(C(=C(C=C1OC)OC)F)N1C(N(C2=C(C1)C=NC(=C2)C=2C(=NN(C2)C)C)CC=2C=CC(=NC2)C#N)=O